difluoromethylthiomethyl ketone FC(SCC(=O)CSC(F)F)F